C1(CC1)C(=O)NC1=NC=C(C(=O)NC([2H])([2H])[2H])C(=C1)NC1=C(C=2N(C=N1)N=CC2CC)OC 6-(Cyclopropanecarboxamido)-4-((3-ethyl-4-methoxypyrazolo[1,5-c]pyrimidin-5-yl)amino)-N-(methyl-d3)nicotinamide